IC=1C=NN(C1)CC1S(CCC1)(=O)=O 2-[(4-iodopyrazol-1-yl)methyl]thiolane 1,1-dioxide